CN(C)CC1=C(C=CC=C1)B(O)O 2-((dimethylamino)methyl)phenylboronic acid